OC=1C=C2CC[C@@H]([C@@H](C2=CC1)C1=CC=C(C=C1)N1CCC(CC1)CN1CC[C@@H]2N(CC[C@@H]21)C2=CC=C(C=C2)C2C(NC(CC2)=O)=O)C2=CC=CC=C2 3-(4-((3aS,6aS)-4-((1-(4-((1R,2S)-6-hydroxy-2-phenyl-1,2,3,4-tetrahydronaphthalen-1-yl)phenyl)piperidin-4-yl)methyl)hexahydropyrrolo[3,2-b]pyrrol-1(2H)-yl)phenyl)piperidine-2,6-dione